Triguanide NC(=N)NC(=N)NC(=N)N